CC1=C(C=C(CNC(OC(C)(C)C)=O)C=C1)C(NC1(CC1)C1=CC(=CC2=CC=CC=C12)C=1C=NN(C1)C)=O tert-butyl (4-methyl-3-((1-(3-(1-methyl-1H-pyrazol-4-yl)naphthalen-1-yl)cyclopropyl)carbamoyl)benzyl)carbamate